N[C@H](C(=O)OC)CC1=C2C=CC=NC2=C(C=C1)C=1C(N(C2=CC=CC=C2C1)C)=O methyl (S)-2-amino-3-(1-methyl-2-oxo-1,2-dihydro-[3,8'-biquinolin]-5'-yl)propanoate